tetrahydropyrimidin-2(1H)-one N1C(NCCC1)=O